N-(4-chloro-3-methoxybenzyl)-O-methylhydroxylamine ClC1=C(C=C(CNOC)C=C1)OC